((tert-butyldimethylsilyl)oxy)-3-(2-fluorophenyl)propanal [Si](C)(C)(C(C)(C)C)OC(C=O)CC1=C(C=CC=C1)F